1-(1-(1-butyl-1H-tetrazol-5-yl)ethyl)-4-(3,5-dichloropyridin-4-yl)piperazine C(CCC)N1N=NN=C1C(C)N1CCN(CC1)C1=C(C=NC=C1Cl)Cl